FC(C1=CC=C(CN2C(C3=C(C=4C=CC=NC24)CNC3)=O)C=C1)(F)F 5-(4-(trifluoromethyl)benzyl)-1,2,3,5-tetrahydro-4H-pyrrolo[3,4-c][1,8]naphthyridine-4-one